C1(CCCCC1)CCN1CCN(CC1)C(=O)C1=CC=C(C=C1)OC [4-(2-Cyclohexylethyl)piperazin-1-yl]-(4-meth-oxyphenyl)methanon